C(C1=CC=CC=C1)OC=1C=C2C(CC=C(C2=CC1)C=1C=CC(=NC1)N1CCC(CC1)C(OC)OC)(F)F 5-(6-benzyloxy-4,4-difluoro-3H-naphthalen-1-yl)-2-[4-(dimethoxymethyl)-1-piperidyl]pyridine